FC(OC1=CC=C(C=C1)NNNC=O)F N-[4-(difluoromethoxy)phenyl]Hydrazinoformamide